O1CN(CC2=C1C=CC=C2)C(=O)[O-] 2,4-dihydro-1,3-benzoxazine-3-carboxylate